CS(=O)(=O)NC=1C=C(C=CC1)C1=CC=C2C=NC(=NN21)NC2=CC=C(C=C2)N2CCN(CC2)CCOCCOCCC(=O)O 3-(2-(2-(4-(4-((7-(3-(methylsulfonamido)phenyl)pyrrolo[2,1-f][1,2,4]triazine-2-yl)amino)phenyl)piperazin-1-yl)ethoxy)ethoxy)propanoic acid